C(C)(C)(C)N(C(C)C)[Hf](N(CC)C)(N(CC)C)N(C)CC [(tert-butyl)(isopropyl)amino]tris((ethyl)(methyl)amino)hafnium